BrCC1(CC1)CN1N=CC=C1 ((1-(bromomethyl)cyclopropyl)methyl)-1H-pyrazole